methyl 2-(5-bromo-2-hydroxybenzylamino)-3-methylbutanoate BrC=1C=CC(=C(CNC(C(=O)OC)C(C)C)C1)O